C(C1=CC=CC=C1)O[C@@H]1[C@@](O[C@@H]2OC(O[C@@H]21)(C)C)(C)COCC2=CC=CC=C2 (3aR,5R,6S,6aR)-6-(benzyloxy)-5-((benzyloxy)methyl)-2,2,5-trimethyltetrahydrofuro[2,3-d][1,3]dioxole